2-(t-butyl) 7-methyl 3,4-dihydroisoquinoline-2,7(1H)-dicarboxylate C1N(CCC2=CC=C(C=C12)C(=O)OC)C(=O)OC(C)(C)C